methyl 4-[6-(2,6-dimethylphenyl)-9-methyl-2,2,13-trioxo-2λ6-thia-3,5,12,19-tetrazatricyclo[12.3.1.14,8]nonadeca-1(18),4(19),5,7,14,16-hexaen-12-yl]butanoate CC1=C(C(=CC=C1)C)C1=NC=2NS(C=3C=CC=C(C(N(CCC(C(=C1)N2)C)CCCC(=O)OC)=O)C3)(=O)=O